C1CC12CC=C(CC2)C2=C(C(=O)N)C=CC=C2 spiro[2.5]oct-5-en-6-yl-benzamide